benzyl (2R)-4-imidazo[1,2-a]pyridin-2-yl-2-[(4-nitrophenyl)methyl]-3-oxo-piperazine-1-carboxylate N=1C(=CN2C1C=CC=C2)N2C([C@H](N(CC2)C(=O)OCC2=CC=CC=C2)CC2=CC=C(C=C2)[N+](=O)[O-])=O